ClC=1C=C2C(CN(CC2=C(C1)Cl)C)C=1C=C(C=CC1)S(=O)(=O)Cl 3-(6,8-dichloro-2-methyl-1,2,3,4-tetrahydroisoquinolin-4-yl)benzenesulfonyl chloride